zinc methylimidazolium CC=1NC=C[NH+]1.[Zn+2]